2-{3-chloro-4-[3-(4-chloro-5-methoxy-1-methyl-1H-indole-2-amido)oxetan-3-yl]phenyl}acetic acid ClC=1C=C(C=CC1C1(COC1)NC(=O)C=1N(C2=CC=C(C(=C2C1)Cl)OC)C)CC(=O)O